BrC1=C(C(=CC(=C1)F)F)C(F)(F)F 1-bromo-3,5-difluoro-2-(trifluoromethyl)benzene